bromo-2'-chlorospiro[9H-fluorene-9,9'-[9H]xanthene] BrC1=C(C=CC=2OC3=CC=CC=C3C3(C12)C1=CC=CC=C1C=1C=CC=CC13)Cl